1-(2-(bromomethyl)-6-cyclopropylimidazo[1,2-a]pyridin-8-yl)-3-methyl-imidazolidine-2,4-dione BrCC=1N=C2N(C=C(C=C2N2C(N(C(C2)=O)C)=O)C2CC2)C1